cyclohexyl (S)-(5-(2-(2-(4-(3-((tert-butoxycarbonyl)amino)-3-(4-(4-methylthiazol-5-yl)phenyl)propyl)piperazin-1-yl)acetamido)benzo[d]thiazol-6-yl)-2-methylpyridin-3-yl)carbamate C(C)(C)(C)OC(=O)N[C@@H](CCN1CCN(CC1)CC(=O)NC=1SC2=C(N1)C=CC(=C2)C=2C=C(C(=NC2)C)NC(OC2CCCCC2)=O)C2=CC=C(C=C2)C2=C(N=CS2)C